4-CYCLOPROPYL-4-OXOBUTYRIC ACID C1(CC1)C(CCC(=O)O)=O